6,6-dimethyl-5-(o-tolyl carbamoyl)-5,6-dihydropyrrolo[3,4-c]pyrazole-2(4H)-carboxylate CC1(N(CC=2C1=NN(C2)C(=O)[O-])C(NC2=C(C=CC=C2)C)=O)C